acrylic acid-2-mercaptoethyl ester SCCOC(C=C)=O